FC1=C(C=CC=C1)C1(CC1)N 1-(2-fluorophenyl)cyclopropane-1-amine